N[C@@H]1CN(CC[C@H]1F)C1=NC2=C(N1CC(=O)N(C)C1CCC(CC1)O)C=C(C(=C2)F)F 2-(2-((3R,4R)-3-Amino-4-fluoropiperidin-1-yl)-5,6-difluoro-1H-benzo[d]imidazol-1-yl)-N-((1r,4R)-4-hydroxycyclohexyl)-N-methylacetamid